C1N(CC2=CC=CC=C12)C1=NC2=C(C=C(C=C2C(N1C)=O)C)C(C)SC1=C(C(=O)O)C=CC=C1 2-((1-(2-(isoindolin-2-yl)-3,6-dimethyl-4-oxo-3,4-dihydroquinazolin-8-yl)ethyl)thio)benzoic acid